CC(CN=C=O)CC(CCN=C=O)(C)C 2,4,4-trimethyl-hexamethylenediisocyanate